C1(CC1)C1=NC2=C(N1)C=CC=C2N[C@@H]2[C@H](COC1=CC=CC=C21)N2C[C@H](OCC2)C 2-cyclopropyl-N-((3R,4S)-3-((R)-2-methylmorpholino)chroman-4-yl)-1H-benzo[d]imidazol-4-amine